N-(1-(3-chloro-phenyl)-2-hydroxy-ethyl)-1-(2-((2,3-dihydro-benzo[b][1,4]dioxin-6-yl)amino)-5-methyl-pyrimidin-4-yl)-1H-pyrrole-3-carboxamide ClC=1C=C(C=CC1)C(CO)NC(=O)C1=CN(C=C1)C1=NC(=NC=C1C)NC1=CC2=C(OCCO2)C=C1